NC1(CC1)COC=1C(=C2CC(CC2=C(C1)F)CN1CCC2(CN(C(O2)=O)C2=NC3=C(OCC(N3)=O)N=C2)CC1)F 6-[8-[[5-[(1-aminocyclopropyl)methoxy]-4,7-difluoro-2,3-dihydro-1H-inden-2-yl]methyl]-2-oxo-1-oxa-3,8-diazaspiro[4.5]decan-3-yl]-4H-pyrazino[2,3-b][1,4]oxazin-3-one